N,N',N'',N'''-tetrakis(4,6-bis(butyl(N-methyl-2,2,6,6-tetramethylpiperidin-4-yl)amino)triazin-2-yl)-4,7-diazadecane-1,10-diamine C(CCC)N(C1=NN(NC(=C1)N(C1CC(N(C(C1)(C)C)C)(C)C)CCCC)NCCCN(CCN(CCCNN1NC(=CC(=N1)N(C1CC(N(C(C1)(C)C)C)(C)C)CCCC)N(C1CC(N(C(C1)(C)C)C)(C)C)CCCC)N1NC(=CC(=N1)N(C1CC(N(C(C1)(C)C)C)(C)C)CCCC)N(C1CC(N(C(C1)(C)C)C)(C)C)CCCC)N1NC(=CC(=N1)N(C1CC(N(C(C1)(C)C)C)(C)C)CCCC)N(C1CC(N(C(C1)(C)C)C)(C)C)CCCC)C1CC(N(C(C1)(C)C)C)(C)C